(2-(N-(tert-Butyl)sulfamoyl)-5-(2-methoxypyridin-3-yl)thiophen-3-yl)boronic Acid C(C)(C)(C)NS(=O)(=O)C=1SC(=CC1B(O)O)C=1C(=NC=CC1)OC